tert-butyl 2-[6-(2,2,2-trifluoroethyl)quinazolin-4-yl]-2,7-diazaspiro[3.5]nonane-7-carboxylate FC(CC=1C=C2C(=NC=NC2=CC1)N1CC2(C1)CCN(CC2)C(=O)OC(C)(C)C)(F)F